O=C(C)N OXOETHANAMINE